ClC=1C(=NC(=NC1)N[C@H]1CN(CC1)C(=O)C=1N=C(SC1)NC(C=C)=O)OC (R)-N-(4-(3-((5-chloro-4-methoxypyrimidin-2-yl)amino)pyrrolidine-1-carbonyl)thiazol-2-yl)acrylamide